ClC1=C(C(=CC=C1O)Cl)CC(=O)OC methyl 2-(2,6-dichloro-3-hydroxyphenyl)acetate